ClC1=C(C(=C(C=C1)C=1N=NN(C1)[C@H]1[C@H]([C@H](O[C@@H]([C@@H]1OC)CC1=NOC(=C1)C1(CCCCC1)O)CO)O)F)F (2R,3R,4S,5R,6R)-4-(4-(4-chloro-2,3-difluorophenyl)-1H-1,2,3-triazol-1-yl)-6-((5-(1-hydroxycyclohexyl)isoxazol-3-yl)methyl)-2-(hydroxymethyl)-5-methoxytetrahydro-2H-pyran-3-ol